The molecule is a member of the class of phenols that is phenol substituted by tert-butyl groups at position 2 and 5. It has a role as a plant metabolite and a mammalian metabolite. It is a member of phenols and an alkylbenzene. CC(C)(C)C1=CC(=C(C=C1)C(C)(C)C)O